tris(ethyl-phenyl)Methyl-ammonium C(C)C1=C(C=CC=C1)C(C1=C(C=CC=C1)CC)(C1=C(C=CC=C1)CC)[NH3+]